3-(2-methyl-3-(1,4-benzodioxan-6-yl)anilino)benzisoxazole CC1=C(NC2=NOC3=C2C=CC=C3)C=CC=C1C1=CC3=C(OCCO3)C=C1